1,2-diamino-1-butyl-ethane methyl-(S)-1-((S)-3-(4-bromothiazol-2-yl)-2-((tert-butoxycarbonyl)amino)propanoyl)hexahydropyridazine-3-carboxylate COC(=O)[C@H]1NN(CCC1)C([C@H](CC=1SC=C(N1)Br)NC(=O)OC(C)(C)C)=O.NC(CN)CCCC